Cl.FC(C1CCNCC1)(F)F 4-(trifluoromethyl)piperidin HCl